ClC1=C(C=C(C=C1)OC)C1=CC=C2C(N(C(NC2=C1)=O)C1=CN=CC2=CC=CC=C12)=O 7-(2-chloro-5-methoxy-phenyl)-3-(4-isoquinolyl)-1H-quinazoline-2,4-dione